C(C)(C)C=1C(=NNC1C=1C=C(C=2N(C1)N=CN2)OC)C2=CC(=C(C=N2)C2CCN(CC2)CC(=O)N(C)C)C 2-(4-(6-(4-Isopropyl-5-(8-methoxy-[1,2,4]triazolo[1,5-a]pyridin-6-yl)-1H-pyrazol-3-yl)-4-methylpyridin-3-yl)piperidin-1-yl)-N,N-dimethylacetamide